T-Butyl-4-methylphenol C(C)(C)(C)C1=C(C=CC(=C1)C)O